2-[2-hydroxy-3-(3,4,5,6-tetrahydrophthalimidomethyl)-5-methylphenylphenyl]Benzotriazole OC1=C(C=C(C=C1CN1C(C2=C(C1=O)CCCC2)=O)C)C2=C(C=CC=C2)N2N=C1C(=N2)C=CC=C1